1-(prop-2-yn-1-yloxy)hexa-2,4-diene C(C#C)OCC=CC=CC